[Si](C)(C)(C(C)(C)C)OCCOCCO 2-{2-[(tert-butyldimethylsilyl)oxy]ethoxy}ethanol